The molecule is a cholestanoid resulting from the oxidation of (25R)-3beta,26-dihydroxycholest-5-en-7-one to the corresponding carboxylic acid. It has a role as a human xenobiotic metabolite. It is a 3beta-sterol, a 7-oxo steroid, a cholestanoid, an oxysterol, a steroid acid, a monocarboxylic acid and a 3beta-hydroxy-Delta(5)-steroid. It derives from a cholesterol. It is a conjugate acid of a (25R)-3beta-hydroxycholest-5-en-7-one-26-oate. C[C@H](CCC[C@@H](C)C(=O)O)[C@H]1CC[C@@H]2[C@@]1(CC[C@H]3[C@H]2C(=O)C=C4[C@@]3(CC[C@@H](C4)O)C)C